N-(6-(5-chloro-7-((cyclopropylmethyl)amino)-6-fluoro-1H-indazol-4-yl)imidazo[1,2-a]pyrazin-2-yl)-2-fluorocyclopropane-1-carboxamide ClC=1C(=C2C=NNC2=C(C1F)NCC1CC1)C=1N=CC=2N(C1)C=C(N2)NC(=O)C2C(C2)F